O[C@H]1[C@@H](C2=CC=CC=C2C1)NC(=O)C=1C=C2C(CC(OC2=CC1)(C)COC)N1C(NC(CC1=O)(C)C)=N N-[(1R,2R)-2-hydroxyindan-1-yl]-4-(2-imino-4,4-dimethyl-6-oxo-hexahydropyrimidin-1-yl)-2-(methoxymethyl)-2-methyl-chromane-6-carboxamide